(2-(benzo[d][1,3]dioxol-5-yloxy)ethoxy)-3-(5-methylthiazol-4-yl)-2-(4-(trifluoromethyl)phenyl)-1H-inden-1-one O1COC2=C1C=CC(=C2)OCCOC2=C1C(=C(C(C1=CC=C2)=O)C2=CC=C(C=C2)C(F)(F)F)C=2N=CSC2C